cyclopenta[c]pyridin-3-amine C=1N=C(CC=2C1C=CC2)N